1-((6-(tert-butylsulfonyl)imidazo[1,2-a]pyridin-7-yl)oxy)-2-methylpropan-2-amine C(C)(C)(C)S(=O)(=O)C=1C(=CC=2N(C1)C=CN2)OCC(C)(N)C